CC=1C=C(C=CC1)NC1=CC=NC=C1 4-(3-methylphenyl)aminopyridine